C(C)O[C@H]1C[C@H](N(CC1)CC1=C2C=CNC2=C(C=C1OC)C)C1=C(C=C(C(=O)O)C=C1)OC 4-((2S,4R)-4-ethoxy-1-((5-methoxy-7-methyl-1H-indol-4-yl)methyl)piperidin-2-yl)-3-methoxybenzoic acid